N-((S)-(7-((R*)-Cyclobutyl(2-(3,3-difluorocyclobutyl)acetamido)methyl)imidazo[1,2-b]pyridazin-2-yl)(4,4-difluorocyclohexyl)methyl)-1-(ethyl-d5)-1H-pyrazole-5-carboxamide C1(CCC1)[C@H](C1=CC=2N(N=C1)C=C(N2)[C@@H](NC(=O)C2=CC=NN2C(C([2H])([2H])[2H])([2H])[2H])C2CCC(CC2)(F)F)NC(CC2CC(C2)(F)F)=O |o1:4|